3-phosphoserine, sodium salt [Na+].P(=O)(O)(O)OC[C@H](N)C(=O)[O-]